(3R,4R)-4-(Isopropylamino)pyrrolidin-3-ol C(C)(C)N[C@H]1[C@@H](CNC1)O